C(#N)N=C=[N-] cyanoiminomethylideneazanide